2-((4-(3-aminopiperidine-1-carbonyl)pyridin-2-yl)amino)benzo[d]thiazole-6-carbonitrile NC1CN(CCC1)C(=O)C1=CC(=NC=C1)NC=1SC2=C(N1)C=CC(=C2)C#N